4-(3-amino-4-methyl-1H-indazol-5-yl)-N-(4,4-difluorocyclohexyl)-3-methylbenzenesulfonamide NC1=NNC2=CC=C(C(=C12)C)C1=C(C=C(C=C1)S(=O)(=O)NC1CCC(CC1)(F)F)C